1-bis(t-butylperoxy)methylcyclododecane C(C)(C)(C)OOC(C1CCCCCCCCCCC1)OOC(C)(C)C